C(=O)(C=C)N1CCN(CC1)C(=O)C=C 1,4-bisacrylpiperazine